ClC=1C=CC=2N(C1)C(=CN2)C2=NC=CC(=N2)N2CC(CC2)C=2C=NNC2 6-Chloro-3-[4-[3-(1H-pyrazol-4-yl)pyrrolidin-1-yl]pyrimidin-2-yl]imidazo[1,2-a]pyridine